quinoline-8-formaldehyde N1=CC=CC2=CC=CC(=C12)C=O